C[C@@]12CC[C@@H](C1(C)C)[C@@H](C2=O)Br α-bromocamphor